C(C=C)[C@@H]1C2=C(C(NC1)=O)C=C(N2)C2=C(C=[N+](C=C2)[O-])F (S)-4-(7-allyl-4-oxo-4,5,6,7-tetrahydro-1H-pyrrolo[3,2-c]pyridin-2-yl)-3-fluoropyridine 1-oxide